ClC=1C=2N(C=C(C1)S(=O)(=O)Br)C(=CN2)C=2SC(=NN2)C(F)F 8-chloro-3-(5-(difluoromethyl)-1,3,4-thiadiazol-2-yl)imidazo[1,2-a]pyridine-6-sulfonyl bromide